tert-butyl (4-(6-bromopyrrolo[2,1-f][1,2,4]triazin-4-yl)-2-cyclopropylbenzyl)carbamate BrC=1C=C2C(=NC=NN2C1)C1=CC(=C(CNC(OC(C)(C)C)=O)C=C1)C1CC1